C(C)C1=C(C=CC=N1)C 6-ethyl-5-methylpyridine